O=C1NC(CCC1N1C(C2=CC=C(C=C2C1=O)NC1CC(C1)OC1=CC=C(C=C1)C(C)(C)C1=CC=C(C=C1)OCC1=NC(=NC=C1)N1CC2(CC1)CN(CC2)C)=O)=O 2-(2,6-dioxopiperidin-3-yl)-5-((3-(4-(2-(4-((2-(7-methyl-2,7-diazaspiro[4.4]nonan-2-yl)pyrimidin-4-yl)methoxy)phenyl)propan-2-yl)phenoxy)cyclobutyl)amino)isoindolin-1,3-dione